FC(C(=O)O)(F)F.C12N(CC(NC1)C2)C2=CC=C(N=N2)C2=NC=C(C=C2O)C=2C=NC=1N(C2)C=C(N1)C 2-[6-(2,5-diazabicyclo[2.2.1]heptan-2-yl)pyridazin-3-yl]-5-(2-methylimidazo[1,2-a]pyrimidin-6-yl)pyridin-3-ol trifluoroacetate